4-allyl-2-methoxy-6-(5-(trifluoromethyl)-2H-benzo[d][1,2,3]triazol-2-yl)phenol C(C=C)C1=CC(=C(C(=C1)N1N=C2C(=N1)C=CC(=C2)C(F)(F)F)O)OC